O=C(CC(=O)OC)C#C[Si](C(C)C)(C(C)C)C(C)C methyl 3-oxo-5-triisopropylsilyl-pent-4-ynoate